N1C=CC2=CC(=CC=C12)S(=O)(=O)N1CCC2(CC(CO2)NC[C@@H](COC2=CC(=CC=C2)S(=O)(=O)C)O)CC1 (2S)-1-(8-(1H-indol-5-ylsulfonyl)-1-oxa-8-azaspiro[4.5]decan-3-ylamino)-3-(3-(methylsulfonyl)phenoxy)propan-2-ol